FCC(CF)N1N=NC2=C1C=C(C=C2)C=2C=CN1N=C(N=C(C12)OC)N[C@@H]1[C@@H](CN(CC1)C1(COC1)[2H])F 5-(1-(1,3-difluoropropan-2-yl)-1H-benzo[d][1,2,3]triazol-6-yl)-N-((3R,4S)-3-fluoro-1-(oxetan-3-yl-3-d)piperidin-4-yl)-4-methoxypyrrolo[2,1-f][1,2,4]triazin-2-amine